ClC=1C=C(C(=NC1)C(=O)NC=1SC2=C(N1)C=CC(=C2)C(=O)O)C 2-(5-chloro-3-methylpicolinamido)benzo[d]thiazole-6-carboxylic acid